FC=1C=C(C=CC1C(=O)OC)C1CN(CCN1CC1=C2C=CN(C2=C(C=C1OC)C)S(=O)(=O)C1=CC=C(C)C=C1)C(=O)OC(C)(C)C tert-butyl 3-(3-fluoro-4-(methoxycarbonyl)phenyl)-4-((5-methoxy-7-methyl-1-tosyl-1H-indol-4-yl)methyl)piperazine-1-carboxylate